3-((methylamino)methyl)benzonitrile CNCC=1C=C(C#N)C=CC1